C(C)C=1C(=CC=C2C=CC=C(C12)C1=C(C=2N=C(N=C(C2C=N1)N([C@H]1CN(CC1)C(=O)OC(C)(C)C)C)OCC12CCCN2CCC1)F)F tert-butyl (R)-3-((7-(8-ethyl-7-fluoronaphthalen-1-yl)-8-fluoro-2-((tetrahydro-1H-pyrrolizin-7a(5H)-yl)methoxy)pyrido[4,3-d]pyrimidin-4-yl)(methyl)amino)pyrrolidine-1-carboxylate